1-((3R,4S)-3-((2-((1-ethyl-1H-pyrazol-4-yl)amino)-7H-pyrrolo[2,3-d]pyrimidin-4-yl)oxy)-4-fluoropiperidin-1-yl)prop-2-en-1-one C(C)N1N=CC(=C1)NC=1N=C(C2=C(N1)NC=C2)O[C@@H]2CN(CC[C@@H]2F)C(C=C)=O